OCC1=CN(C2=NC=CC=C21)C(=O)OC(C)(C)C tert-butyl 3-(hydroxymethyl)-1H-pyrrolo[2,3-b]pyridine-1-carboxylate